2-[(Z)-(4-amino-8-methoxy-5,5-dimethyl-benzo[h]quinazolin-6-ylidene)amino]oxyacetamide NC1=NC=NC=2C3=C(\C(\C(C12)(C)C)=N/OCC(=O)N)C=C(C=C3)OC